C(CCCCCCCCC(=O)O)(=O)O.C(CCCCCCCCC(=O)O)(=O)O.C(CCCCCCCCC(=O)O)(=O)O.C(O)C(CC)(CO)CO Trimethylolpropane Trisebacate